C1(CC1)S(=O)(=O)C=1C=C(C(=NC1)C(=O)NC1=NC(=NC(=C1)C)N1CCC(CC1)(F)F)N1CCC2(CC2)CC1 5-(Cyclopropylsulfonyl)-N-(2-(4,4-difluoropiperidin-1-yl)-6-methylpyrimidin-4-yl)-3-(6-azaspiro[2.5]octan-6-yl)picolinamide